CC1=CC=CC(=C1)C=1C=NN(C1)C 2-methyl-4-(1-methyl-1H-pyrazol-4-yl)benzene